CC1=NOC(=C1C=1C=C2C(=NC1)NC(=C2)C)C 3,5-dimethyl-4-(2-methyl-1H-pyrrolo[2,3-b]pyridin-5-yl)isoxazole